FC(COC=1C(=NC=C(C1)F)OC=1C=CC=2N(C1)C(=C(N2)C(=O)NC2(CCS(CC2)(=O)=O)C(C)C)C)F 6-[[3-(2,2-difluoroethoxy)-5-fluoro-2-pyridyl]oxy]N-(4-isopropyl-1,1-dioxo-thian-4-yl)-3-methyl-imidazo[1,2-a]pyridine-2-carboxamide